2-(6-{[(1R,3s,5S)-1,5-dimethyl-8-azabicyclo[3.2.1]octan-3-yl]oxy}pyridazin-3-yl)-5-(2H-1,2,3-triazol-2-yl)pyridin-3-ol C[C@]12CC(C[C@](CC1)(N2)C)OC2=CC=C(N=N2)C2=NC=C(C=C2O)N2N=CC=N2